C(C)(C)(C)OC(C(C)(C)OC=1C=C(C=CC1)N1CC(CCC1)C(=O)OCC)=O Ethyl 1-(3-((1-(tert-butoxy)-2-methyl-1-oxopropan-2-yl)oxy)phenyl)piperidine-3-carboxylate